OC(CCCCCCCCCCCCCC(=O)O)CC=CC 15-Hydroxy-nonadec-17-enoic acid